3-(4-((1-(4-methoxybenzyl)-4-oxa-1-azaspiro[5.5]undec-9-yl)amino)-1-oxoisoindolin-2-yl)piperidine-2,6-dione COC1=CC=C(CN2CCOCC23CCC(CC3)NC3=C2CN(C(C2=CC=C3)=O)C3C(NC(CC3)=O)=O)C=C1